D-N-methyl-asparagine CN[C@H](CC(N)=O)C(=O)O